N1C=C(C2=CC=CC=C12)C(CN1N=NC(=C1)C1=CN=C2N1N=CC=C2)(C)C 3-(1-(2-(1H-indol-3-yl)-2-methylpropyl)-1H-1,2,3-triazol-4-yl)imidazo[1,2-b]pyridazine